N-(3-chloro-4-((3,5-dimethyl-4-oxo-3,4-dihydroquinazolin-6-yl)amino)-5-fluoropyridin-2-yl)-1-cyclopropyl-methanesulfonamide ClC=1C(=NC=C(C1NC=1C(=C2C(N(C=NC2=CC1)C)=O)C)F)NS(=O)(=O)CC1CC1